5'-amino-6'-carbamoyl-4'-(5-methyl-1H-indazol-4-yl)-[2,2'-bipyridin]-6-yl trifluoromethanesulfonate FC(S(=O)(=O)OC1=CC=CC(=N1)C1=NC(=C(C(=C1)C1=C2C=NNC2=CC=C1C)N)C(N)=O)(F)F